CC1=C(C(NC(=C1)C)=O)CNC(=O)C=1C(=C(C=C(C1)C=1C=NC(=CC1)OCCOC)N([C@@H]1CC[C@H](CC1)NC(OC(C)(C)C)=O)CC)C tert-butyl ((trans)-4-((3-(((4,6-dimethyl-2-oxo-1,2-dihydropyridin-3-yl)methyl)carbamoyl)-5-(6-(2-methoxyethoxy)pyridin-3-yl)-2-methylphenyl)(ethyl)amino)cyclohexyl)carbamate